FC1=CC=2N(C=C1)C=C(N2)C=2C(OC1=CC(=CC=C1C2)N2CCNCC2)=O 3-(7-fluoroimidazo[1,2-a]pyridin-2-yl)-7-(piperazin-1-yl)-2H-chromen-2-one